ClC1=C(OC2(CC2)C(=O)OCC(=O)OCC)C=C(C(=C1)F)N1C(N(C(N(C1=O)C)=S)C)=O (2-ethoxy-2-oxo-ethyl) 1-[2-chloro-5-(3,5-dimethyl-2,6-dioxo-4-thioxo-1,3,5-triazinan-1-yl)-4-fluoro-phenoxy]cyclopropanecarboxylate